methyl 1-(N-(4-(4-(3-(N-(tert-butyl)sulfamoyl)phenyl)-1H-1,2,3-triazol-1-yl)-3-(6-azaspiro[2.5]octan-6-yl)phenyl)sulfamoyl)cyclopropane-1-carboxylate C(C)(C)(C)NS(=O)(=O)C=1C=C(C=CC1)C=1N=NN(C1)C1=C(C=C(C=C1)NS(=O)(=O)C1(CC1)C(=O)OC)N1CCC2(CC2)CC1